C(C=C)(=O)OCC1C(C(CC1)C)C 2,3-dimethyl-1-cyclopentylmethyl acrylate